ClC1=CC(=C(C(=O)N2C[C@H](N(CC2)C=2C=CC(=NC2O[C@H]2CN(CC2)C)C=2C(=NC=CC2)OCC)CC)C=C1)C(F)(F)F 5-[(2R)-4-[4-chloro-2-(trifluoromethyl)benzoyl]-2-ethylpiperazin-1-yl]-2'-ethoxy-6-{[(3R)-1-methylpyrrolidin-3-yl]oxy}-2,3'-bipyridine